C(C)(C)(C)OC(=O)N1CC(CC1)C1C=2N(NCC1)C(=C(N2)C2=CC=C(C=C2)OC2=CC=CC=C2)C(=O)O 8-(1-(tert-butoxycarbonyl)pyrrolidin-3-yl)-2-(4-phenoxyphenyl)-5,6,7,8-tetrahydroimidazo[1,2-b]pyridazine-3-carboxylic acid